BrC1=CC(=C(N)C=C1)OCF 4-bromo-2-(fluoromethoxy)aniline